FC1(CC(C1)NC=1N=CC2=C(N1)NC=C2C2=NC=1N(C=C2)N=CC1)F N-(3,3-difluorocyclobutyl)-5-(pyrazolo[1,5-a]pyrimidin-5-yl)-7H-pyrrolo[2,3-d]pyrimidin-2-amine